NC1=NC=CC(=C1C#C)OC1=C(C=C(C=C1F)NC(=O)C=1C=NN(C1C(F)(F)F)C1=CC=CC=C1)F N-(4-((2-amino-3-ethynylpyridin-4-yl)oxy)-3,5-difluorophenyl)-1-phenyl-5-(trifluoromethyl)-1H-pyrazole-4-carboxamide